triisopropylcyclopentadienyl-praseodymium C(C)(C)C1=C(C(C=C1)([Pr])C(C)C)C(C)C